N,N-Dimethyl-aminomethyl-trimethylsilane CN(C)C[Si](C)(C)C